methyl 5-[[6-(trifluoromethyl)pyridine-2-carbonyl]amino]-1H-indazole-6-carboxylate FC(C1=CC=CC(=N1)C(=O)NC=1C=C2C=NNC2=CC1C(=O)OC)(F)F